CC(C)(C)[Si](OC[C@H]1S[C@H](CNC1)N1C(NC(C=C1)=O)=O)(C)C (1S)-1-[(2R,6S)-6-[[1,1-dimethylethyl(dimethyl)silyl]oxymethyl]thiomorpholin-2-yl]pyrimidine-2,4-dione